FC=1C=C(C=C(C1)F)[C@@H]1CC[C@H]2OC3(C(N21)=O)CC(C3)O[C@H](C)C3=NC=C(C=C3)F (1R,3R,5'S,7a'R)-5'-(3,5-difluorophenyl)-3-((R or S)-1-(5-fluoropyridin-2-yl)ethoxy)tetrahydro-3'H-spiro[cyclobutane-1,2'-pyrrolo[2,1-b]oxazol]-3'-one